The molecule is an amino disaccharide composed of 3-sulfated beta-D-galactose and N-acetyl-beta-D-glucosaminyl residues in beta-(1->3) linkage. It has a role as an epitope. It is an amino disaccharide and an oligosaccharide sulfate. CC(=O)N[C@@H]1[C@H]([C@@H]([C@H](O[C@H]1O)CO)O)O[C@H]2[C@@H]([C@H]([C@H]([C@H](O2)CO)O)OS(=O)(=O)O)O